ClC1=CC2=C(N(C([C@@H](N=C2C2=CC=CC=C2)C2CCCC2)=O)CC(=O)O)C=C1 (S)-2-(7-chloro-3-cyclopentyl-2-oxo-5-phenyl-2,3-dihydro-1H-benzo[e][1,4]diazepin-1-yl)acetic acid